FC=1C=CC(=C(CN(C2=NC=3N(C=C2)N=CC3C(=O)OCC)C)C1)S ethyl 5-((5-fluoro-2-mercaptobenzyl)(methyl)amino)pyrazolo[1,5-a]pyrimidine-3-carboxylate